butyldimethylsilyl-2'-deoxycytidine C(CCC)[Si](C)(C)[C@@]1(C[C@H](O)[C@@H](CO)O1)N1C(=O)N=C(N)C=C1